N-[(4-Chlorophenyl)-methyl]-2-dimethylamino-4-methyl-6-morpholin-4-yl-pyridine-3-carboxylic acid amide ClC1=CC=C(C=C1)CNC(=O)C=1C(=NC(=CC1C)N1CCOCC1)N(C)C